1-benzyloxycarbonyl-3-oxopiperazine C(C1=CC=CC=C1)OC(=O)N1CC(NCC1)=O